ClC1=CC=C(C=C1)SCC=1N=C2N(C=C(C=C2)C2=NOC(=N2)C(F)(F)F)C1 3-(2-(((4-chlorophenyl)thio)methyl)imidazo[1,2-a]pyridin-6-yl)-5-(trifluoromethyl)-1,2,4-oxadiazole